OC1=C(C=C(C=C1)C=CC(CCCCCCC)=O)OC 1-(4-hydroxy-3-methoxyphenyl)dec-1-en-3-one